(S,E)-4-(2-(1-Ethyl-3-(trifluoromethyl)-1H-pyrazol-4-yl)-3-fluorophenyl)-6-(4-(methylamino)but-2-enoyl)-4,5,6,7-tetrahydrothieno[2,3-c]pyridine-2-carbonitrile C(C)N1N=C(C(=C1)C1=C(C=CC=C1F)[C@H]1C2=C(CN(C1)C(\C=C\CNC)=O)SC(=C2)C#N)C(F)(F)F